ClC1=C(C(=CC(=C1)C1CC1)C)C=1C=CC=2C(=NC(=CN2)[C@H]2CN(CCC2)C)N1 6-(2-chloro-4-cyclopropyl-6-methyl-phenyl)-3-[(3R)-1-methyl-3-piperidyl]pyrido[2,3-b]pyrazine